1,1-dicyano-2-(4-fluorophenyl)cyclopropane C(#N)C1(C(C1)C1=CC=C(C=C1)F)C#N